5-((1S,2R)-1-(4-(2-aminoethyl)-6-chloro-1,1-dioxido-3,4-dihydro-2H-benzo[e][1,2,4]thiadiazin-2-yl)-2-(6-fluoro-2,3-dimethylphenyl)propyl)-1,3,4-oxadiazol-2(3H)-one NCCN1CN(S(C2=C1C=C(C=C2)Cl)(=O)=O)[C@@H]([C@H](C)C2=C(C(=CC=C2F)C)C)C2=NNC(O2)=O